sodium bis(2-methoxyethyl)amine dithiocarbamate C(N)([S-])=S.COCCNCCOC.[Na+]